N-[2-(2-iodo-5-methoxy-6-nitro-1H-indol-3-yl)ethyl]acetamide IC=1NC2=CC(=C(C=C2C1CCNC(C)=O)OC)[N+](=O)[O-]